C(C)(C)(C)OC(=O)N1CC(C1)C=O 1-(t-butoxycarbonyl)azetidine-3-carbaldehyde